ClC1=C(C=C(C=C1)NC(=O)N1[C@@H]2C[C@H](C[C@]1(C2)C=2OC(=NN2)C)C(F)(F)F)C2=NN(C=N2)C (1S,3R,5R)-N-(4-chloro-3-(1-methyl-1H-1,2,4-triazol-3-yl)phenyl)-1-(5-methyl-1,3,4-oxadiazol-2-yl)-3-(trifluoromethyl)-6-azabicyclo[3.1.1]heptane-6-carboxamide